racemic-trans-4-(2-pyridyldithio)tetrahydropyran-3-ol N1=C(C=CC=C1)SS[C@H]1[C@@H](COCC1)O |r|